NCCC(=O)N[C@@H](CC1=CNC=N1)C(=O)O β-alanyl-histidine